CC1=C(C#N)C=CC=C1[C@@H](C)NC1=C2C(=C(N=N1)C)C=NC(=C2)N2C1CCN(C1C2)C 2-methyl-3-((1R)-1-((4-methyl-7-(2-methyl-2,6-diazabicyclo[3.2.0]heptan-6-yl)pyrido[3,4-d]pyridazin-1-yl)amino)ethyl)benzonitrile